N-(3-chlorophenyl)-4-(trifluoromethyl)thiazole-2-amine ClC=1C=C(C=CC1)NC=1SC=C(N1)C(F)(F)F